6-(1-(2,2-difluoroethyl)-1H-pyrazolo[3,4-b]pyrazin-6-yl)-2-(6-(trifluoromethyl)pyridin-3-yl)-2,6-diazaspiro[3.4]octan-5-one FC(CN1N=CC=2C1=NC(=CN2)N2C(C1(CN(C1)C=1C=NC(=CC1)C(F)(F)F)CC2)=O)F